F[C@@H]1C[C@H](N(C1)C(CN1N=C(C2=CC(=CC=C12)C1=CN=NC=C1)C(=O)N)=O)C(NC1=NC=CC(=C1)O)=O 1-(2-((2S,4R)-4-fluoro-2-(4-hydroxypyridin-2-ylcarbamoyl)pyrrolidin-1-yl)-2-oxoethyl)-5-(pyridazin-4-yl)-1H-indazole-3-carboxamide